NC1=NC(=CC(=N1)C1=NN(C=C1CC1=C(OCCN2C(CNCC2)=O)C=CC=C1)C(F)F)Cl 1-[2-[2-[[3-(2-amino-6-chloro-pyrimidin-4-yl)-1-(difluoromethyl)pyrazol-4-yl]methyl]phenoxy]ethyl]piperazin-2-one